C[N+](C)(C1CCCCC1)CC N,N-dimethylethyl-cyclohexyl-ammonium